F[P-](F)(F)(F)(F)F.O=C1C2=CC=CC=C2[S+](C=2C=CC(=CC12)C(C)C)C1=CC=C(C=C1)OC1=CC=CC=C1 9-oxo-10-(4-phenoxyphenyl)-2-(propan-2-yl)-9H-thioxanthen-10-ium hexafluorophosphate